N1N=CC2=CC(=CC=C12)NC1=NC(=NC=C1)C1=CC=C2C=C(NC2=C1)C(=O)NC1=C(C=NC=C1)N(C)C 6-(4-((1H-indazol-5-yl)amino)pyrimidin-2-yl)-N-(3-(dimethyl-amino)pyridin-4-yl)-1H-indole-2-carboxamide